Bis(diethylamino)(3-dimethylaminopropyl-ethylamino)aluminum C(C)N(CC)[Al](N(CC)CCCN(C)C)N(CC)CC